NC([C@H](C[C@H]1C(NCCC1)=O)NC([C@H](CC1CC1)NC(=O)C1=CC=2C(=CN=CC2Cl)N1)=O)=O N-[(1S)-2-[[(1S)-2-amino-2-oxo-1-[[(3S)-2-oxo-3-piperidyl]methyl]ethyl]amino]-1-(cyclopropylmethyl)-2-oxo-ethyl]-4-chloro-1H-pyrrolo[2,3-c]pyridine-2-carboxamide